CN(C(CC1=CNC=2C=CC=C(C12)O)C)C 3-(2-Dimethylamino-propyl)-1H-indol-4-ol